C(#N)C1(CC1)NS(=O)(=O)C=1C=C(C2=C(N(C=N2)C=2SC(=NN2)C(F)F)C1)N1C[C@H](O[C@@H](C1)C)CO |o1:28,30| rel-N-(1-cyanocyclopropyl)-1-(5-(difluoromethyl)-1,3,4-thiadiazol-2-yl)-4-((2S,6R)-2-(hydroxymethyl)-6-methylmorpholino)-1H-benzo[d]imidazole-6-sulfonamide